N-[(2-aminoquinolin-7-yl)methyl]-N-[2-methanesulfonyl-4-(trifluoromethyl)phenyl]pyridine-3-carboxamide NC1=NC2=CC(=CC=C2C=C1)CN(C(=O)C=1C=NC=CC1)C1=C(C=C(C=C1)C(F)(F)F)S(=O)(=O)C